N-{[(4R)-4-cyclopropyl-2,5-dioxoimidazolidin-4-yl]methyl}-4'-(2,2,2-trifluoroethyl)[biphenyl]-2-carboxamide C1(CC1)[C@@]1(NC(NC1=O)=O)CNC(=O)C=1C(=CC=CC1)C1=CC=C(C=C1)CC(F)(F)F